N1(CC=CC=C1)C1=CC=NC=C1 2H-[1,4'-bipyridine]